N-(3,3-difluorocyclobutyl)-2-oxo-2-((4R,5R)-3,3,7,7-tetrafluoro-4-hydroxy-1-azaspiro[4.4]nonan-1-yl)acetamide FC1(CC(C1)NC(C(N1CC([C@@H]([C@@]12CC(CC2)(F)F)O)(F)F)=O)=O)F